Tert-Butyl-3-(3-formyl-1-bicyclo[1.1.1]pentanyl)azetidine C(C)(C)(C)N1CC(C1)C12CC(C1)(C2)C=O